[N+](=O)([O-])CC(C1=CC=CC=C1)C1=C(NC2=CC=CC=C12)C1=C(C=CC=C1)B(O)O (2-(3-(2-nitro-1-phenylethyl)-1H-indol-2-yl)phenyl)boronic acid